(1aR,5aR)-2-(2,4-Difluoro-phenyl)-1a,2,5,5a-tetrahydro-1H-2,3-diaza-cyclopropa[a]pentalene-4-carboxylic acid (5-hydroxymethyl-pyridin-2-yl)-amide OCC=1C=CC(=NC1)NC(=O)C=1C=2C[C@@H]3[C@H](C2N(N1)C1=C(C=C(C=C1)F)F)C3